2,6-dichlorobenzyl-1-(3',5'-difluoro-[3,4'-bipyridin]-6-yl)methanamine ClC1=C(CC(N)C2=CC=C(C=N2)C2=C(C=NC=C2F)F)C(=CC=C1)Cl